FC1=CC=C(C=C1)CC(=O)NC1=CC=C(C=C1)CO 2-(4-Fluorophenyl)-N-(4-(hydroxymethyl)phenyl)acetamide